(2-ethyl-benzofuro[3,2-d]pyrimidin-4-yl)-L-proline C(C)C=1N=C(C2=C(N1)C1=C(O2)C=CC=C1)N1[C@@H](CCC1)C(=O)O